benzyl (3R,4S)-3-(((benzyloxy) carbonyl) amino)-4-hydroxy-4-methylazepan-1-carboxylate C(C1=CC=CC=C1)OC(=O)N[C@@H]1CN(CCC[C@]1(C)O)C(=O)OCC1=CC=CC=C1